The molecule is a carbobicyclic compound that is 4-hydroxybicyclo[3.2.1]oct-3-en-2-one in which position 3 is substituted by a 2-chloro-4-(methylsulfonyl)benzoyl group. It is an aromatic ketone, a member of monochlorobenzenes, a sulfone, a carbobicyclic compound and an enol. CS(=O)(=O)C1=CC(=C(C=C1)C(=C2C(=O)C3CCC(C3)C2=O)O)Cl